C1(CC1)C1=NC=NC(=C1C1=NC=C(C(=N1)NCC1=CC=C(C=C1)C=1N(C=C(N1)C(F)(F)F)C)/C=C/C(=O)OC)OC methyl (E)-3-(4'-cyclopropyl-6'-methoxy-4-((4-(1-methyl-4-(trifluoromethyl)-1H-imidazol-2-yl)benzyl)amino)-[2,5'-bipyrimidin]-5-yl)acrylate